ClC=1C(=CC=2OCC[C@@H]3N(C2N1)CCNC3)C (S)-2-chloro-3-methyl-6,7,7a,8,10,11-hexahydro-9H-pyrazino[1,2-d]pyrido[3,2-b][1,4]oxazepin